2-Phenylindol C1(=CC=CC=C1)C=1NC2=CC=CC=C2C1